1,1-dioxothietin-3-ol O=S1(C=C(C1)O)=O